((2-(((S)-3,3-dimethyl-1-oxo-1-((S)-2-((R)-2-phenylmorpholine-4-carbonyl)piperidin-1-yl)butan-2-yl)carbamoyl)benzo[b]thiophen-5-yl)difluoromethyl)phosphonic acid CC([C@@H](C(N1[C@@H](CCCC1)C(=O)N1C[C@H](OCC1)C1=CC=CC=C1)=O)NC(=O)C1=CC2=C(S1)C=CC(=C2)C(F)(F)P(O)(O)=O)(C)C